IC=1C2=C(NN1)CCOC2 3-iodo-1H,4H,6H,7H-pyrano[4,3-c]pyrazole